t-octylperoxy n-propyl monocarbonate C(OOOC(C)(C)CC(C)(C)C)(OCCC)=O